N-[5-fluoro-4-({2-[(1-methyl-1H-pyrazol-4-yl)amino]-5-[4-(trifluoromethyl)phenyl]pyrimidin-4-yl}amino)pyridin-2-yl]prop-2-enamide FC=1C(=CC(=NC1)NC(C=C)=O)NC1=NC(=NC=C1C1=CC=C(C=C1)C(F)(F)F)NC=1C=NN(C1)C